C(C)(C)(C)N=[Mo](N(CC)C)(N(C)CC)=NC(C)(C)C bis(t-butylimino)bis(ethylmethylamino)molybdenum